(S)-2-(tert-butoxy)-2-(7-(4-chlorophenyl)-2-(3-((S)-3-methoxypyrrolidin-1-yl)-1-methyl-1H-indazol-5-yl)-5-methylbenzo[d]thiazol-6-yl)acetic acid C(C)(C)(C)O[C@H](C(=O)O)C1=C(C2=C(N=C(S2)C=2C=C3C(=NN(C3=CC2)C)N2C[C@H](CC2)OC)C=C1C)C1=CC=C(C=C1)Cl